C(C)(=O)OC[C@]1(C(C1)(F)F)COS(=O)(=O)C [(1S)-2,2-difluoro-1-[(methanesulfonyloxy)methyl]cyclopropyl]methyl acetate